(6-chloro-7-methylthiazolo[4,5-c]pyridin-2-yl)benzamide ClC1=C(C2=C(C=N1)N=C(S2)C2=C(C(=O)N)C=CC=C2)C